COC(CC1CCN(CC1)C=1C=CC(=NC1)C(=O)OC(C)(C)C)=O tert-butyl 5-[4-(2-methoxy-2-oxoethyl)piperidin-1-yl]pyridine-2-carboxylate